3',7'-bis(dimethylamino)-N-(2-(2,5-dioxo-2,5-dihydro-1H-pyrrol-1-yl)ethyl)-3-oxo-3H-dispiro[isobenzofuran-1,10'-dibenzo[b,e]siline-5',1''-silolane]-6-carboxamide CN(C=1C=CC2=C(C1)[Si]1(CCCC1)C1=C(C23OC(C2=CC=C(C=C23)C(=O)NCCN2C(C=CC2=O)=O)=O)C=CC(=C1)N(C)C)C